(6-fluoro-1-oxo-5-(1-(4-(trifluoromethyl)benzyl)piperidin-4-yl)isoindolin-2-yl)piperidine-2,6-dione FC1=C(C=C2CN(C(C2=C1)=O)N1C(CCCC1=O)=O)C1CCN(CC1)CC1=CC=C(C=C1)C(F)(F)F